(3S)-N-[2-(1-benzylpiperidin-4-yl)ethyl]-1-[3-(trifluoromethoxy)phenyl]pyrrolidine-3-carboxamide C(C1=CC=CC=C1)N1CCC(CC1)CCNC(=O)[C@@H]1CN(CC1)C1=CC(=CC=C1)OC(F)(F)F